1-((2-oxabicyclo[2.1.1]hexan-1-yl)methyl)-4-(trifluoromethyl)-1H-pyrazole-5-carboxylic acid C12(OCC(C1)C2)CN2N=CC(=C2C(=O)O)C(F)(F)F